OC12C(C=3C=CSC3N=C2N(CC1)C1=CC=C(C=C1)C1CCOCCC1)=O 9-hydroxy-12-[4-(oxepan-4-yl)phenyl]-4-thia-2,12-diazatricyclo[7.3.0.03,7]dodeca-1,3(7),5-trien-8-one